CN(C=1NC(C2=C(N1)N(N=C2C#N)C(C)C2=CC=C(C=C2)C(F)(F)F)=O)C(CC)C2=NC=CC=N2 6-[methyl(1-pyrimidin-2-ylpropyl)amino]-4-oxo-1-[1-[4-(trifluoromethyl)phenyl]ethyl]-5H-pyrazolo[3,4-d]pyrimidine-3-carbonitrile